C(#N)C1=C(C=C2C(=C(N(C2=C1C#N)C)C1=NC(=NN1)C(=O)N(C)C)N1C=NC=C1)OC 5-(6,7-dicyano-3-(1H-imidazol-1-yl)-5-methoxy-1-methyl-1H-indol-2-yl)-N,N-dimethyl-1H-1,2,4-triazole-3-carboxamide